Ethyl 3-cyclopropyl-1-((2,2-difluorobicyclo[2.1.1]hexan-1-yl)methyl)-4-(trifluoromethyl)-1H-pyrazole-5-carboxylate C1(CC1)C1=NN(C(=C1C(F)(F)F)C(=O)OCC)CC12C(CC(C1)C2)(F)F